1-[[[3-acetyl-6-[5-[(6-methylpyridazin-3-yl)amino]benzimidazol-1-yl]-2-pyridyl]amino]methyl]cyclopropanecarbonitrile C(C)(=O)C=1C(=NC(=CC1)N1C=NC2=C1C=CC(=C2)NC=2N=NC(=CC2)C)NCC2(CC2)C#N